1-[(8S)-5,6,7,8-tetrahydro-8-quinolinyl]-1,4-butanediamine N-acetyl-L-leucine salt C(C)(=O)N[C@@H](CC(C)C)C(=O)O.N1=CC=CC=2CCC[C@H](C12)C(CCCN)N